8-((8-(heptadec-9-yloxy)-8-oxooctyl)(2-hydroxyethyl)amino)octanoic acid 3-butylheptyl ester C(CCC)C(CCOC(CCCCCCCN(CCO)CCCCCCCC(=O)OC(CCCCCCCC)CCCCCCCC)=O)CCCC